CN1N=C2NC3=CC=CC=C3C2=C1 methyl-2H,8H-pyrazolo[3,4-b]indole